CN1C(C=CC2=CC(=CC=C12)C(=O)OCC1=CC=CC=C1)=O benzyl 1-methyl-2-oxo-1,2-dihydroquinoline-6-carboxylate